C1(CCCCC1)N1C=NC(=C1C1=NC(=NC=C1)NC1CCOCC1)C1=CC=C(C=C1)F 4-(1-Cyclohexyl-4-(4-fluorophenyl)-1H-imidazol-5-yl)-N-(tetrahydro-2H-pyran-4-yl)pyrimidin-2-amine